FC1=C(CN2C(C3=C(C(=C2)C(=O)OC)OC=C3)=O)C=CC(=C1)C1=NN(C=C1)C Methyl 5-(2-fluoro-4-(1-methyl-1H-pyrazol-3-yl)benzyl)-4-oxo-4,5-dihydrofuro[3,2-c]pyridine-7-carboxylate